4-bromo-2-(3-{[tert-butyl-(diphenyl)silyl]oxy}-2-phenylpropoxy)aniline BrC1=CC(=C(N)C=C1)OCC(CO[Si](C1=CC=CC=C1)(C1=CC=CC=C1)C(C)(C)C)C1=CC=CC=C1